C(#N)C1=C(OC(=C1C)C)N1C(=C(C=C1C)C(=O)NC1=NC2=C(N1)C=C(C=C2)OC)C 1-(3-cyano-4,5-dimethylfuran-2-yl)-N-(6-Methoxy-1H-benzo[d]imidazol-2-yl)-2,5-dimethyl-1H-pyrrole-3-carboxamide